O=C1N[C@]2(COC1)[C@@H](N(CCC2)C(=O)OC)CO[C@@H]2CC[C@@H](CC2)C2=CC=CC=C2 Methyl (6S,7R)-2-oxo-7-({[(CIS)-4-phenylcyclohexyl]oxy}methyl)-4-oxa-1,8-diazaspiro[5.5]undecane-8-carboxylate